FC1(CCN(CC1)CCCNC(OC(C)(C)C)=O)C1=NC=CC=C1 Tert-butyl (3-(4-fluoro-4-(pyridin-2-yl)piperidin-1-yl)propyl)carbamate